C1OCC12CC(C2)CN2CC1(C2)CN(C1)S(=O)(=O)C=1C(=NC(=CC1)C(F)(F)F)C 2-((2-oxaspiro[3.3]heptan-6-yl)methyl)-6-((2-methyl-6-(trifluoromethyl)pyridin-3-yl)sulfonyl)-2,6-diazaspiro[3.3]heptane